BrC=1C=C2CC(N3C(C2=CC1OC)=CC(C(=C3)C(=O)O)=O)C(C)(C)C 9-bromo-6-tert-butyl-10-methoxy-2-oxo-6,7-dihydro-2H-pyrido[2,1-a]isoquinoline-3-carboxylic acid